N-(3-(5-chloro-2-(difluoromethoxy)phenyl)-1H-pyrazol-4-yl)thiazolo[5,4-c]pyridine-7-carboxamide ClC=1C=CC(=C(C1)C1=NNC=C1NC(=O)C=1C2=C(C=NC1)SC=N2)OC(F)F